C(C=C)(=O)OCCCCCCOC=1C=C2C=CC(=CC2=CC1)C(=O)OC1=CC(=C(C=C1)OC(=O)C1=CC2=CC=C(C=C2C=C1)OCCCCCCCCCCCOC(C=C)=O)C(=O)OCCCCCCCCOC1=CC=C(C=C1)C1=CC=C(C=C1)C#N [3-[8-[4-(4-cyanophenyl)phenoxy]octoxycarbonyl]-4-[6-(11-prop-2-enoyloxyundecoxy)naphthalene-2-carbonyl]oxy-phenyl] 6-(6-prop-2-enoyloxyhexoxy)naphthalene-2-carboxylate